C[Si](C1=CC=C(C=C1)C(=[Hf](C1C=CC=C1)C1=C(C=CC=2C3=CC=C(C=C3CC12)C)C)C1=CC=C(C=C1)[Si](C)(C)C)(C)C di(para-trimethylsilylphenyl)methylene(2,7-dimethylfluorenyl)(cyclopentadienyl)hafnium